1-(2-(5-amino-3-(trifluoromethyl)pyridin-2-yl)-2H-1,2,3-triazol-4-yl)ethan-1-ol NC=1C=C(C(=NC1)N1N=CC(=N1)C(C)O)C(F)(F)F